(S)-3-chloro-5-(1-(tetrahydro-2H-pyran-4-yl)ethyl)-5H-pyrrolo[2,3-b]pyrazine ClC1=CN=C2C(=N1)N(C=C2)[C@@H](C)C2CCOCC2